ClC1=CC(=CC=N1)OC1=CC=C(C=C1)C(C)(C)C1=CC=C(OC2CC(C2)NC(OC(C)(C)C)=O)C=C1 tert-butyl ((1r,3r)-3-(4-(2-(4-((6-Chloropyridin-4-yl)oxy)phenyl)propan-2-yl)phenoxy)cyclobutyl)carbamate